C(C)(C)(C)OC(=O)N1CCC(=CC1)C=1N=NC(=CC1)N 4-(6-amino-pyridazin-3-yl)-3,6-dihydro-2H-pyridine-1-carboxylic acid tert-butyl ester